C(C(C)(C)C)(=O)OCO[C@@H]1[C@H](O[C@H]([C@]1(C)F)N1C2=NC(=NC(=C2N=C1)NC)N)COC(CC1=CC=CC=C1)=O (((2R,3R,4R,5R)-5-(2-amino-6-(methylamino)-9H-purin-9-yl)-4-fluoro-4-methyl-2-((2-phenylacetoxy)methyl)tetrahydrofuran-3-yl)oxy)methyl pivalate